[Mn](=O)(=O)([O-])[O-].[Na+].[Co+2].[Fe+2].[Ni+2] nickel-iron-cobalt-sodium manganate